ClC=1C=C(CC=2C=CC(=NC2)C=2C(=NC(=NC2)C)C(=O)N)C=CC1 (5-(3-chlorobenzyl)pyridin-2-yl)-2-methylpyrimidine-4-carboxamide